N-butyl mandelate CCCCOC(=O)C(C1=CC=CC=C1)O